N1=CCC2=CC=CC=C12 (2Z)-3H-indol